(R)-5-ethoxy-6-methyl-3,6-dihydropyrazine-1(2H)-carboxylic acid benzyl ester C(C1=CC=CC=C1)OC(=O)N1CCN=C([C@H]1C)OCC